OC=1C=C2CN(C(C2=CC1)=O)C1=NN(C(C=C1)=O)C 5-Hydroxy-2-(1-methyl-6-oxo-1,6-dihydropyridazin-3-yl)-2,3-dihydro-1H-isoindol-1-one